tert-butyl 3-(7-amino-6-fluoro-8-nitro-4-oxo-4H-chromen-2-yl)pyrrolidine-1-carboxylate NC1=C(C=C2C(C=C(OC2=C1[N+](=O)[O-])C1CN(CC1)C(=O)OC(C)(C)C)=O)F